C1(CCCN2CCCCC12)C1=CC=2C(=NC=CC2C=2SC3=C(N2)C=C(C=C3)N)S1 (2-(octahydro-2H-quinolizin-1-yl)thieno[2,3-B]pyridin-4-yl)benzo[d]thiazol-5-amine